CN([C@H]1[C@@H](C2=CC=CC=C2C1)NC(C1=CC=C(C=C1)C1=C2C(=NC=C1)NC=C2)=O)C N-[(1R,2R)-2-(Dimethylamino)-2,3-dihydro-1H-inden-1-yl]-4-{1H-pyrrolo[2,3-b]pyridin-4-yl}benzamide